6,6'-((3,3'-di-tert-butyl-5,5'-dimethoxy-[1,1'-biphenyl]-2,2'-diyl)bis(oxy))didibenzo[d,f][1,3,2]dioxaphosphepine C(C)(C)(C)C=1C(=C(C=C(C1)OC)C1=C(C(=CC(=C1)OC)C(C)(C)C)OP1OC2=C(C3=C(O1)C=CC=C3)C=CC=C2)OP2OC3=C(C1=C(O2)C=CC=C1)C=CC=C3